ClC=1C=NC2=C(C(=CC=C2C1)Cl)C(=O)O 3,7-dichloroquinoline-8-carboxylic acid